2-bromo-7-(4-(2-fluoro-6-methylphenyl)cyclohexyl)pyrido[2,3-b]pyrazin-6(5H)-one BrC=1N=C2C(=NC1)NC(C(=C2)C2CCC(CC2)C2=C(C=CC=C2C)F)=O